3-chloro-5-isopropyl-8-(2-(2-methyl-1H-imidazol-1-yl)ethoxy)isoquinoline ClC=1N=CC2=C(C=CC(=C2C1)C(C)C)OCCN1C(=NC=C1)C